N-(4,4-dimethylcyclohexyl)-2-(1H-imidazol-1-yl)-6-(piperidin-1-yl)pyrimidine-4-carboxamide CC1(CCC(CC1)NC(=O)C1=NC(=NC(=C1)N1CCCCC1)N1C=NC=C1)C